C(C1=CC=CC=C1)NC(=O)N(C1=CC=C(C=C1)C=1C=NC(=CC1)N1CCNCC1)C1CCC(CC1)NC1=NC=C(C=C1)C#N 1-(benzylamino)-N-{4-[(5-cyanopyridin-2-yl)amino]cyclohexyl}-N-{4-[6-(piperazin-1-yl)pyridin-3-yl]phenyl}methaneamide